S1C=NC(=C1)CNCCCCNC(OC(C)(C)C)=O tert-butyl (4-((thiazol-4-ylmethyl)amino)butyl)carbamate